C(C1=CC=CC=C1)N1N=CC(=C1)C(=C)OCC 1-benzyl-4-(1-ethoxyvinyl)-1H-pyrazole